(R)-5-(di(pyridin-3-yl)amino)-2-methyl-N-(1-(naphthalen-1-yl)ethyl)benzamide N1=CC(=CC=C1)N(C=1C=CC(=C(C(=O)N[C@H](C)C2=CC=CC3=CC=CC=C23)C1)C)C=1C=NC=CC1